6-oxo-4-(2-quinolyl)pyran O=C1C=C(C=CO1)C1=NC2=CC=CC=C2C=C1